ClC1=CC=C(C(N1)=O)C(=O)OCC ethyl 6-chloro-2-oxo-1,2-dihydropyridine-3-carboxylate